2-[6-bromo-4-(cyclobutoxy)-1-oxo-phthalazin-2-yl]Acetic acid BrC=1C=C2C(=NN(C(C2=CC1)=O)CC(=O)O)OC1CCC1